3,5-dimercaptopyrazole SC1=NNC(=C1)S